COC=1C=C2C=CC(=CC2=CC1)[C@@H](C(=O)NC1=CN(C(C=C1)=O)C1=CC=CC=C1)C (S)-2-(6-methoxynaphthalen-2-yl)-N-(6-oxo-1-phenyl-1,6-dihydropyridin-3-yl)propanamide